C(=O)(OB1OC(C(O1)=O)=O)OB1OC(C(O1)=O)=O 2'-(carbonylbisoxy)bis(1,3,2-dioxaborolane-4,5-dione)